[Si](C1=CC=CC=C1)(C1=CC=CC=C1)(C(C)(C)C)OCCCCCC=1C(C1)C(=O)OCC ethyl 2-(5-((tert-butyldiphenylsilyl) oxy) pentyl)-cycloprop-2-ene-1-carboxylate